6-acetamido-2,3-dihydro-1H-indene-5-carboxylic acid methyl ester COC(=O)C=1C=C2CCCC2=CC1NC(C)=O